N-cyclopropyl-2-fluoro-5-(6-((1-hydroxy-2-methylpropan-2-yl)amino)-5-(1-methyl-1H-1,2,3-triazol-4-yl)pyridin-3-yl)-4-methylbenzamide C1(CC1)NC(C1=C(C=C(C(=C1)C=1C=NC(=C(C1)C=1N=NN(C1)C)NC(CO)(C)C)C)F)=O